(R)-6-chloro-3-((1-(5-(4,4-difluoropiperidin-1-yl)-9-methyl-2-(2,2,3,3-tetrafluorocyclopropyl)imidazo[1,2-c]quinazolin-7-yl)ethyl)amino)picolinic acid ClC1=CC=C(C(=N1)C(=O)O)N[C@H](C)C1=CC(=CC=2C=3N(C(=NC12)N1CCC(CC1)(F)F)C=C(N3)C3C(C3(F)F)(F)F)C